indanylglycine C1(CCC2=CC=CC=C12)NCC(=O)O